FC(C1=CC=C(C=C1)C1=CC(=CC=C1)OC(N(CC=1C=C2C(N(CC2=CC1)C1C(NC(CC1)=O)=O)=O)C)=O)(F)F (4'-(trifluoromethyl)-[1,1'-biphenyl]-3-yl)methyl((2-(2,6-dioxopiperidin-3-yl)-3-oxoisoindolin-5-yl)methyl)carbamate